C(C#CC)(=O)OCC(C)(C)OC(C)C1=CCC(C1)(C)C 2-[1-(4,4-dimethyl-1-cyclopenten-1-yl) ethoxy]-2-methylpropyl 2-butynoate